Cl.ClC=1C=C(CCN2C[C@H](CC2)N)C=CC1OCC1CC1 (S)-1-(3-chloro-4-(cyclopropyl-methoxy)phenethyl)pyrrolidin-3-amine hydrochloride